O[C@@H]1C([C@@H]2CC[C@]3([C@@]4(CC[C@]5(CCC(C[C@H]5[C@H]4C(CC3[C@]2(CC1)C)=O)(C)C)C(=O)[O-])C)C)(C)C (4aS,6aR,6bR,8aR,10S,12aR,14aR,14bS)-10-hydroxy-2,2,6a,6b,9,9,12a-heptamethyl-14-oxoicosahydropicene-4a(2H)-carboxylate